OCCOCCN(C(OC(C)(C)C)=O)C Tert-butyl N-[2-(2-hydroxyethoxy)ethyl]-N-methyl-carbamate